N-(trans-4-(2-((R)-4-(2,3-dichlorophenyl)-3-methylpiperazin-1-yl)ethyl)cyclohexyl)-2-methoxyacetamide ClC1=C(C=CC=C1Cl)N1[C@@H](CN(CC1)CC[C@@H]1CC[C@H](CC1)NC(COC)=O)C